C(CCCCCCCCCCCCC)S(=O)(=O)Cl 1-tetradecanesulfonyl chloride